(E)-6-methylhept-2-en-4-ol CC(CC(/C=C/C)O)C